(R)-N-(4-([1,2,4]triazolo[1,5-a]pyridin-7-yloxy)-3-methylphenyl)-6-(piperidin-3-yl)pyrido[3,2-d]pyrimidin-4-amine N=1C=NN2C1C=C(C=C2)OC2=C(C=C(C=C2)NC=2C1=C(N=CN2)C=CC(=N1)[C@H]1CNCCC1)C